FC1=CC(=C(C=C1)C1=CC(=CC=C1)N1CC2=CC=C(C=C2C1=O)C=O)C1=NN=CN1C 2-(4'-fluoro-2'-(4-methyl-4H-1,2,4-triazol-3-yl)-[1,1'-biphenyl]-3-yl)-3-oxoisoindoline-5-carbaldehyde